C(CCCCC)NC1=C(C=C(C=C1)[N+](=O)[O-])S(=O)(=O)N(C)C (hexylamino)-N,N-dimethyl-5-nitro-benzenesulfonamide